ClC=1C=C(C(=O)N2CC=3C(=NN4C3C(N(C[C@H]4C(=O)O)C(C)C=4SC=C(N4)C(F)(F)F)=O)C[C@H]2C)C=CC1Cl (3R,7S)-2-(3,4-Dichlorobenzoyl)-3-methyl-10-oxo-9-(1-(4-(trifluoromethyl)thiazol-2-yl)ethyl)-1,2,3,4,7,8,9,10-octahydropyrido[4',3':3,4]pyrazolo[1,5-a]pyrazine-7-carboxylic acid